(5R)-5-[5-(4-Chloro-2-hydroxy-6-methyl-phenyl)oxazolo[4,5-b]pyridin-2-yl]piperidin-2-one ClC1=CC(=C(C(=C1)C)C1=CC=C2C(=N1)N=C(O2)[C@@H]2CCC(NC2)=O)O